COC(=O)C1(CC(C(C(C1)OC(=O)C=CC2=CC(=C(C=C2)O)O)O)OC(=O)C=CC3=CC(=C(C=C3)O)O)O 3,5-di-O-caffeoylquinic acid methyl ester